C(C)(C)(C)OC(=O)C1=NC=C(C=C1)NC1=C(N=NC(=C1)C1=C(C=CC=C1F)F)C(N)=O 5-((3-carbamoyl-6-(2,6-difluorophenyl)pyridazin-4-yl)amino)pyridine-2-carboxylic acid tertiary Butyl ester